tert-butyl 3-[(2-oxo-1H-benzo[cd]indol-5-yl)methyl]azetidine-1-carboxylate O=C1NC2=CC=CC=3C2=C1C=CC3CC3CN(C3)C(=O)OC(C)(C)C